N-{(2S,3R)-4,4-difluoro-1-((2R)-oxetane-2-carbonyl)-2-[(2,3',5'-trifluoro[1,1'-biphenyl]-3-yl)methyl]pyrrolidin-3-yl}methanesulfonamide FC1([C@@H]([C@@H](N(C1)C(=O)[C@@H]1OCC1)CC=1C(=C(C=CC1)C1=CC(=CC(=C1)F)F)F)NS(=O)(=O)C)F